C(C=C)(=O)[Bi].[Ni].[Cr] chromium-nickel alloyl-bismuth